CC1=CC2=C(NC(=N2)C2(C(N(C(C3=CC=CC=C23)=O)C)=O)C2=C(C=CC=C2)O)C=C1C 4-(5,6-Dimethyl-1H-benzo[d]imidazol-2-yl)-4-(2-hydroxyphenyl)-2-methylisoquinoline-1,3(2H,4H)-dione